2-[5-[(4-methoxyphenyl)methylsulfanyl]thiazol-2-yl]ethanol COC1=CC=C(C=C1)CSC1=CN=C(S1)CCO